C(C)NC(C([C@H](C[C@H]1C(NCC1)=O)NC([C@H](CC(C)C)NC(=O)C1(C2=CC=CC=C2C=2C=CC=CC12)O)=O)=O)=O N-((S)-1-(((S)-4-(ethylamino)-3,4-dioxo-1-((S)-2-oxopyrrolidin-3-yl)butan-2-yl)amino)-4-methyl-1-oxopentan-2-yl)-9-hydroxy-9H-fluorene-9-carboxamide